6-(2,4-Dichlorophenyl)-5-[4-[[(3S)-1-(3-fluoropropyl)pyrrolidin-3-yl]amino]phenyl]-8,9-dihydro-7H-benzo[7]annulen-2-ol ClC1=C(C=CC(=C1)Cl)C1=C(C2=C(CCC1)C=C(C=C2)O)C2=CC=C(C=C2)N[C@@H]2CN(CC2)CCCF